(R)-N-((S)-1'-(5-bromopyrazin-2-yl)-1,3-dihydrospiro[indene-2,4'-piperidine]-1-yl)-2-methylpropan-2-sulfinamide BrC=1N=CC(=NC1)N1CCC2(CC1)[C@@H](C1=CC=CC=C1C2)N[S@](=O)C(C)(C)C